2-(2'-Hydroxyphenyl)Benzoxazole OC1=C(C=CC=C1)C=1OC2=C(N1)C=CC=C2